(3,5-difluorobenzyl)-1-(tetrahydro-2H-pyran-2-yl)-3-(1-((2-(trimethylsilyl)ethoxy)methyl)-1,4,5,6-tetrahydropyrrolo[3,4-d]imidazol-2-yl)-1H-indazol-5-amine FC=1C=C(CC2=C3C(=NN(C3=CC=C2N)C2OCCCC2)C2=NC3=C(N2COCC[Si](C)(C)C)CNC3)C=C(C1)F